Cl.NC1CC(CCC1)C1=C2C(=C(NC2=C(C(=C1F)F)C(=O)N)C)F 4-(3-aminocyclohexyl)-3,5,6-trifluoro-2-methyl-1H-indole-7-carboxamide hydrochloride